4-(5-chloro-2-methoxyphenyl)-N-(6-(4-(difluoromethoxy)phenyl)thiazolo[4,5-b]pyrazine-2-yl)-6-methylpyridine-3-carboxamide ClC=1C=CC(=C(C1)C1=C(C=NC(=C1)C)C(=O)NC=1SC=2C(=NC=C(N2)C2=CC=C(C=C2)OC(F)F)N1)OC